tri(triphenylphosphine) rhodium chloride [Rh](Cl)(Cl)Cl.C1(=CC=CC=C1)P(C1=CC=CC=C1)C1=CC=CC=C1.C1(=CC=CC=C1)P(C1=CC=CC=C1)C1=CC=CC=C1.C1(=CC=CC=C1)P(C1=CC=CC=C1)C1=CC=CC=C1